NC=1C(=NC(=CN1)C1=C(C=C(C=C1)NC(C(O)C1=CC(=CC(=C1)F)F)=O)C)C(=O)NC 3-amino-6-(4-(2-(3,5-difluorophenyl)-2-hydroxyacetamido)-2-methyl-phenyl)-N-methylpyrazine-2-carboxamide